C[Si](Cl)(CCC)C dimethyl-n-propyl-chlorosilane